3-((3-(ethoxymethyl)-3-(2-(thiophen-2-yl)ethyl)azetidin-1-yl)methyl)pyridine C(C)OCC1(CN(C1)CC=1C=NC=CC1)CCC=1SC=CC1